5-(2-azaspiro[3.3]heptane-6-ylmethyl)-3-(trifluoromethyl)-1H-pyrazolo[3,4-b]pyridine C1NCC12CC(C2)CC=2C=C1C(=NC2)NN=C1C(F)(F)F